C(C1=CC=CC=C1)OC=1C(=CC(=NC1)C#N)C1=CC=2N(C=C1)N=C(C2)NC(=O)C2CC2 N-[5-(5-benzyloxy-2-cyano-4-pyridyl)pyrazolo[1,5-a]pyridin-2-yl]cyclopropanecarboxamide